3-aminobutyl-(dodecyloxy)tetradecyloxy(hexadecyloxy)silane NC(CC[SiH](OCCCCCCCCCCCCCCCC)OCCCCCCCCCCCCCCOCCCCCCCCCCCC)C